(1-(((tert-butyldimethylsilyloxy)methyl)cyclopropyl)ethynyl)-2-chloropyridine-3-amine [Si](C)(C)(C(C)(C)C)OCC1(CC1)C#CC1=C(C(=NC=C1)Cl)N